C(C1=CC=CC=C1)N1C(SC=C1)=NC(=O)C1=CNC2=NC=CC=C21 N-(3-benzylthiazol-2(3H)-ylidene)-1H-pyrrolo[2,3-b]pyridine-3-carboxamide